C1(CC1)C1=NOC=C1C=1N=C(OC1)[C@@H]1CC12CCN(CC2)S(=O)(=O)N (1R)-1-[4-(3-Cyclopropylisoxazol-4-yl)-1,3-oxazol-2-yl]-6-azaspiro[2.5]octan-6-sulfonamid